C(C)(=O)OC1(CN(C1)CC1=NC=C(C=C1)Br)C 1-((5-bromopyridin-2-yl) methyl)-3-methylazetidin-3-yl acetate